O=C1C=C2C(=NN1)C=CN2 3-oxo-3,5-dihydro-2H-pyrrolo[3,2-c]pyridazin